(4-methyl-phenylimino)-N-methyliminocarboxamide CC1=CC=C(C=C1)N=CN=NC=O